CC=1C=CC(=NC1)C1=NC=C(C=C1)C 5,5'-Dimethyl-2,2-bipyridine